N-(2-(3-((2-(difluoromethoxy)-6-methylpyridin-3-yl)carbamoyl)-3-(2-isopropylphenyl)azetidin-1-yl)-2-oxoethyl)-N-ethylglycine FC(OC1=NC(=CC=C1NC(=O)C1(CN(C1)C(CN(CC(=O)O)CC)=O)C1=C(C=CC=C1)C(C)C)C)F